N-(4-ethylphenyl)pyrimidin-2-amine C(C)C1=CC=C(C=C1)NC1=NC=CC=N1